7-chloro-4-iodobenzo[d]thiazol-2-amine ClC1=CC=C(C=2N=C(SC21)N)I